C(CC1=CC=CC=C1)S(=O)(=O)O (+)-phenethylsulfonic acid